NCC1=CC(=CNC1=O)[C@H]1CN(CCC1(F)F)[C@H](C(=O)NC=1SC2=C(N1)C=C1C(=C2)OC(O1)(F)F)C (S)-2-((S)-3-(5-(aminomethyl)-6-oxo-1,6-dihydropyridin-3-yl)-4,4-difluoropiperidin-1-yl)-N-(2,2-difluoro-[1,3]dioxolo[4',5':4,5]benzo[1,2-d]thiazol-6-yl)propanamide